tyrosin amide N[C@@H](CC1=CC=C(C=C1)O)C(=O)N